4-(Thiazole-2-carbonyl)piperidine-1-carboxylic acid tert-butyl ester C(C)(C)(C)OC(=O)N1CCC(CC1)C(=O)C=1SC=CN1